5-(2-fluoro-4-iodophenylamino)-N-(2-hydroxyethoxy)imidazo[1,5-a]pyridine-6-carboxamide FC1=C(C=CC(=C1)I)NC1=C(C=CC=2N1C=NC2)C(=O)NOCCO